OC1=C(C=O)C=CC=C1I 2-hydroxy-3-iodobenzaldehyde